1-(4-chloro-2-fluoro-phenyl)-4-(3,4-dichlorophenyl)-5-hydroxy-6-methyl-2-oxo-pyridine-3-carboxylic acid ClC1=CC(=C(C=C1)N1C(C(=C(C(=C1C)O)C1=CC(=C(C=C1)Cl)Cl)C(=O)O)=O)F